(5-((4-chlorophenoxy)methyl)-1,3,4-thiadiazol-2-yl)-4-(2-methoxyphenyl)-6-methylnicotinamide ClC1=CC=C(OCC2=NN=C(S2)C2=C(C(=O)N)C(=CC(=N2)C)C2=C(C=CC=C2)OC)C=C1